(2S,3as,7as)-1-[2-[1-(ethoxycarbonyl)-(S)-butylamino]-(S)-oxopropyl]-octahydroindole-2-carboxylic acid C(C)OC(=O)[C@H](CCC)N[C@@H](CN1[C@@H](C[C@@H]2CCCC[C@H]12)C(=O)O)C=O